N-cyclopropyl-N-methyl-3-nitroaniline C1(CC1)N(C1=CC(=CC=C1)[N+](=O)[O-])C